ClC=1C(=NC=CC1C1=NC(=C(C=C1)CNC[C@@H]1CCC(N1)=O)OC(F)F)C1=C(C(=CC=C1)NC1=NC=CC(=C1F)CNCCO)Cl (S)-5-((((3'-chloro-2'-(2-chloro-3-((3-fluoro-4-(((2-hydroxyethyl)amino)methyl)pyridin-2-yl)amino)phenyl)-6-(difluoromethoxy)-[2,4'-bipyridin]-5-yl)methyl)amino)methyl)pyrrolidin-2-one